NC=1C=C(C=C(C1)C(F)(F)F)[C@@H](C)NC=1C2=C(N=CN1)C=NC(=C2)N2[C@H](CN(CC2)C)C N-((R)-1-(3-amino-5-(trifluoromethyl)phenyl)ethyl)-6-((S)-2,4-dimethylpiperazin-1-yl)pyrido[3,4-d]pyrimidin-4-amine